Cl.N[C@H]1[C@@H](COCC1)O (3S,4R)-4-amino-3-hydroxy-tetrahydropyran hydrochloride